tert-butyl (1-(2-((7-(6-morpholino-9-((2-(trimethylsilyl)ethoxy)methyl)-9H-purin-8-yl)-7-azaspiro[3.5]nonan-2-yl)amino)pyridin-4-yl)azetidin-3-yl)carbamate O1CCN(CC1)C1=C2N=C(N(C2=NC=N1)COCC[Si](C)(C)C)N1CCC2(CC(C2)NC2=NC=CC(=C2)N2CC(C2)NC(OC(C)(C)C)=O)CC1